N5-Cyclopropyl-N3-methylyl-1-(1-phenylethyl)-1H-pyrazole-3,5-dicarboxamide C1(CC1)NC(=O)C1=CC(=NN1C(C)C1=CC=CC=C1)C(=O)N=C